C(C)(=O)O.FC=1C(=C(C=CC1F)C(=O)N1CC(C1)(O)CNC1(CCCCC1)CO)NC1=C(C=C(C=C1)I)F 1-({3,4-difluoro-2-[(2-fluoro-4-iodophenyl)amino]phenyl}carbonyl)-3-({[1-(hydroxymethyl)cyclohexyl]amino}methyl)azetidin-3-ol acetate salt